N1C(C2(CC3=CC=CC=C13)CC2)=O 1',4'-Dihydro-2'H-spiro[cyclopropane-1,3'-quinoline]-2'-one